CN1N=CC(=C1)N1N=CC2=CC=C(C=C12)NC1C=2C=CC=C(C2CCC1)C#N 5-((1-(1-Methyl-1H-pyrazol-4-yl)-1H-indazol-6-yl)amino)-5,6,7,8-tetrahydronaphthalene-1-carbonitrile